1,2,3-benzotriazol sodium salt [Na].N1N=NC2=C1C=CC=C2